9-(3-oxopropyl)-3-azaspiro[5.5]Undecane-3-carboxylic acid tert-butyl ester C(C)(C)(C)OC(=O)N1CCC2(CC1)CCC(CC2)CCC=O